N,N-bis(3-aminobutyl)methylamine NC(CCN(CCC(C)N)C)C